6,13-dioxo-5,7,12,14-tetraazaoctadecanediamide O=C(NCCCC(=O)N)NCCCCNC(NCCCC(=O)N)=O